2,2'-(4-((8-hydroxyquinolin-2-yl)methyl)-1,4,7,10-tetraazacyclododecane-1,7-diyl)diacetic acid OC=1C=CC=C2C=CC(=NC12)CN1CCN(CCNCCN(CC1)CC(=O)O)CC(=O)O